FC(N1N=C(C=C1)C=1C(=CC(=NC1)NC1=NC(=NC=C1)C=1C=NN(C1)S(=O)(=O)N1CCCC1)NC1CCC(CC1)(O)C)F (1s,4s)-4-((5-(1-(Difluoromethyl)-1H-pyrazol-3-yl)-2-((2-(1-(pyrrolidin-1-ylsulfonyl)-1H-pyrazol-4-yl)pyrimidin-4-yl)amino)pyridin-4-yl)amino)-1-methylcyclohexan-1-ol